(1R,5S)-3-[5-chloro-1-(1-methylpyrazol-4-yl)indazol-6-yl]-8-(2-methyl-3-pyridyl)-3-azabicyclo[3.2.1]octan-8-ol ClC=1C=C2C=NN(C2=CC1N1C[C@H]2CC[C@@H](C1)C2(O)C=2C(=NC=CC2)C)C=2C=NN(C2)C